N1C(=NC2=C1C=CC=C2)CCC(=O)N2CC(CCC2)N(CCC2=CC=CC=C2)C 3-(1H-benzo[d]imidazol-2-yl)-1-(3-(methyl-(phenethyl)amino)piperidin-1-yl)propan-1-one